(S)-3-(4-bromophenyl)-3-((tert-butoxycarbonyl)amino)propanoate BrC1=CC=C(C=C1)[C@H](CC(=O)[O-])NC(=O)OC(C)(C)C